(S)-2-((((9H-fluoren-9-yl)methoxy)carbonyl)amino)-3-(6-(o-tolyl)-1H-indol-3-yl)propanoic acid C1=CC=CC=2C3=CC=CC=C3C(C12)COC(=O)N[C@H](C(=O)O)CC1=CNC2=CC(=CC=C12)C1=C(C=CC=C1)C